FC(=C(C(C(F)(F)F)(F)F)F)OCCOC(C(C(C(F)(F)F)(F)F)F)(F)F 1,2,3,3,4,4,4-heptafluoro-1-[2-(1,1,2,3,3,4,4,4-octafluorobutoxy)ethoxy]-1-butene